ClC1=CC=C(N=N1)N1CC[C@H]2[C@@H]1CN(CC2)C |r| rac-(3aS,7aR)-1-(6-chloropyridazin-3-yl)-6-methyl-3,3a,4,5,7,7a-hexahydro-2H-pyrrolo[2,3-c]pyridine